BrC1=C(C=C(OCCC[C@@H]2C[C@@H](NCC2)C)C=C1)C (2S,4S)-4-[3-(4-bromo-3-methyl-phenoxy)propyl]-2-methyl-piperidine